BrC1=CC=C(C=C1)N1OCCC1=O 2-(4-bromophenyl)isoxazolin-3-one